heptacosane oleate C(CCCCCCC\C=C/CCCCCCCC)(=O)O.CCCCCCCCCCCCCCCCCCCCCCCCCCC